2-methyl-6-(2,3-dihydroxybenzylamino)purine CC1=NC(=C2NC=NC2=N1)NCC1=C(C(=CC=C1)O)O